CN1OCCCC1 2-methyl-4,5-dihydrooxazine